4-(5-(3,5-dichloro-4-fluorophenyl)-5-(trifluoromethyl)-4,5-dihydroisoxazol-3-yl)-N-(1,5-diethyl-1H-1,2,4-triazol-3-yl)-N-ethyl-2-methylbenzamide ClC=1C=C(C=C(C1F)Cl)C1(CC(=NO1)C1=CC(=C(C(=O)N(CC)C2=NN(C(=N2)CC)CC)C=C1)C)C(F)(F)F